2-(((Tert-Butoxycarbonyl)amino)ethyl)-5-methoxy-1H-indole-1-carboxylic acid tert-butyl ester C(C)(C)(C)OC(=O)N1C(=CC2=CC(=CC=C12)OC)CCNC(=O)OC(C)(C)C